ClC1=CC=C(COC2=NC=C(C(=N2)OCC[Si](C)(C)C)C#C)C=C1 2-((4-chlorobenzyl)oxy)-5-ethynyl-4-(2-(trimethylsilyl)ethoxy)pyrimidine